F[P-](F)(F)(F)(F)F.N1(N=NC2=C1C=CC=C2)O[P+](N2CCCC2)(N2CCCC2)N2CCCC2 1H-benzotriazol-1-yloxytripyrrolidinyl-phosphonium hexafluorophosphate